(R)-tert-butyl (4-((2-((tert-butyldimethylsilyl)oxy)ethyl)(methyl)amino)-1-(phenylthio)butan-2-yl)carbamate [Si](C)(C)(C(C)(C)C)OCCN(CC[C@H](CSC1=CC=CC=C1)NC(OC(C)(C)C)=O)C